S1C(=NC2=C1C=CC=C2)C[C@@H](C(=O)NC2(CC2)C#N)NC(OCC2C1=CC=CC=C1C=1C=CC=CC21)=O 2-(9H-fluoren-9-yl)methyl (S)-(3-(benzo[d]thiazol-2-yl)-1-((1-cyanocyclopropyl)amino)-1-oxopropan-2-yl)carbamate